C(C(=O)O)(=O)O.C(C)NN ethylhydrazine oxalic acid salt